FC1=C(C(=CC2=C1C[C@@H](O2)CNCC(C)C)O)N2CC(NS2(=O)=O)=O 5-[(2R)-4-fluoro-6-hydroxy-2-{[(2-methylpropyl)amino]methyl}-2,3-dihydro-1-benzofuran-5-yl]-1λ6,2,5-thiadiazolidine-1,1,3-trione